trimethyl-[2-[(3-methyl-4-nitro-pyrazol-1-yl)methoxy]ethyl]silane C[Si](CCOCN1N=C(C(=C1)[N+](=O)[O-])C)(C)C